ClC1=C(C=CC=C1Cl)C=1C=2N(C(=NC1)N1CCC(CC1)(N)C)C=CN2 1-(8-(2,3-dichlorophenyl)imidazo[1,2-c]pyrimidin-5-yl)-4-methylpiperidin-4-amine